CN1C(OC=N1)=O 3-methyl-1,3,4-oxadiazol-2(3H)-one